FC=1C=C(C=CC1)C=1N=CC=2N(C1)C(=NC2)C2=CC=C(C(=O)NCCCO)C=C2 4-(6-(3-fluorophenyl)imidazo[1,5-a]pyrazin-3-yl)-N-(3-hydroxypropyl)benzamide